(R)-8-(8-(pyrazin-2-ylthio)imidazo[1,2-c]pyrimidin-5-yl)-8-azaspiro[4.5]decan-1-amine N1=C(C=NC=C1)SC=1C=2N(C(=NC1)N1CCC3(CCC[C@H]3N)CC1)C=CN2